FC(S(=O)(=O)OC=1CCOC(C1)C=1C=CC=2N(C1)C=CN2)(F)F (6-imidazo[1,2-a]pyridin-6-yl-3,6-dihydro-2H-pyran-4-yl) trifluoromethanesulfonate